OC(CN(C(C=CC1=CC=CC=C1)=O)CC(CO)O)CO N,N-bis(2,3-dihydroxypropyl)cinnamamide